2-methyl-8-morpholinyl-[1,2,4]triazolo[1,5-a]pyridin-7-ylbenzoate CC1=NN2C(C(=C(C=C2)OC(C2=CC=CC=C2)=O)N2CCOCC2)=N1